FC1=CC=C(C=C1)C(CCC(C#CC1=CC=CC=C1)CC(F)(F)F)=O 1-(4-fluorophenyl)-6-phenyl-4-(2,2,2-trifluoroethyl)hex-5-yn-1-one